FC(C1(CC1)C#CC1=NC(=NC(=N1)NCCC)N[C@@H](C(F)(F)F)C)F (R)-6-((1-(difluoromethyl)cyclopropyl)ethynyl)-N2-(2-methylethyl)-N4-(1,1,1-trifluoropropane-2-yl)-1,3,5-triazine-2,4-diamine